4-(3,6-difluoro-2-methylphenyl)-5-(4-(8-hydroxyoctyl)benzoyl)-1-methyl-1H-pyrrole-3-carboxylate FC=1C(=C(C(=CC1)F)C=1C(=CN(C1C(C1=CC=C(C=C1)CCCCCCCCO)=O)C)C(=O)[O-])C